2,3,4,5,6,7-hexahydro-cyclopenta[b]azepine-8(1H)-one N1C2=C(CCCC1)CCC2=O